6-chloro-2-(methylamino)-5-(p-tolylamino)-1H-benzo[d]imidazole-4,7-dione ClC1=C(C(C2=C(NC(=N2)NC)C1=O)=O)NC1=CC=C(C=C1)C